mercaptothiazolin SC=1SCCN1